boranesulfonate BS(=O)(=O)[O-]